C1(=CC=CC=C1)N1C(C2=CC=CC=C2C=C1)=O 2-phenylisoquinolinoN